tert-butyl 5-methyl-1H-pyrrolo[2,3-c]pyridine-1-carboxylate CC=1C=C2C(=CN1)N(C=C2)C(=O)OC(C)(C)C